3-(1-(tert-butylcarbonyl)piperidin-4-yl)propionic acid C(C)(C)(C)C(=O)N1CCC(CC1)CCC(=O)O